Ethyl 2-(4-(((4-(4-bromophenyl)-5-oxo-4,5-dihydro-1H-1,2,4-triazol-1-yl)methyl)thio)-2-chlorophenoxy)acetate BrC1=CC=C(C=C1)N1C=NN(C1=O)CSC1=CC(=C(OCC(=O)OCC)C=C1)Cl